2,2-difluoroethyl (2R,3S)-3-(methylsulfonamido)-2-((((CIS)-4-phenylcyclohexyl)oxy)-methyl)pyrrolidine-1-carboxylate CS(=O)(=O)N[C@@H]1[C@@H](N(CC1)C(=O)OCC(F)F)CO[C@@H]1CC[C@@H](CC1)C1=CC=CC=C1